furo[2,3-b]Pyridine 7-oxide O1C=CC=2C1=[N+](C=CC2)[O-]